6-bicyclo[3.1.0]Hexanol C12CCCC2C1O